(E)-3-(3-(2-(azetidin-1-yl)-6-(trifluoromethyl)pyridin-4-yl)-1H-1,2,4-triazol-1-yl)-2-(pyrimidin-5-yl)acrylic acid N1(CCC1)C1=NC(=CC(=C1)C1=NN(C=N1)/C=C(/C(=O)O)\C=1C=NC=NC1)C(F)(F)F